FC=1C(=NC(=CC1)CF)[C@@H](C1(CCCC1)C)NC1=C(C(C1=O)=O)NC1=C(C(=NC=C1)C(=O)N(C)C)O (R)-4-((2-(((3-fluoro-6-(fluoromethyl)pyridin-2-yl)(1-methylcyclopentyl)methyl)amino)-3,4-dioxocyclobut-1-en-1-yl)amino)-3-hydroxy-N,N-dimethylpicolinamide